(R)-N-(6-cyano-7-(6-((S)-1-hydroxypropyl)-4-methylpyridin-3-yl)isoquinolin-3-yl)-2,2-difluorocyclopropane-1-carboxamide C(#N)C=1C=C2C=C(N=CC2=CC1C=1C=NC(=CC1C)[C@H](CC)O)NC(=O)[C@@H]1C(C1)(F)F